ClC=1C=C(C=CC1C1=CC(OC2=CC(=CC=C12)O[C@@H](C(=O)N(CC)CC(=O)NCCN(C)C)C)=O)NC(CCCCCCCCCCC)=O N-[3-Chloro-4-[7-[(1R)-2-[[2-[2-(dimethylamino)ethylamino]-2-oxo-ethyl]-ethyl-amino]-1-methyl-2-oxo-ethoxy]-2-oxo-chromen-4-yl]phenyl]dodecanamide